(S)-2-chloro-N-(5-chloro-6-(2H-1,2,3-triazol-2-yl)pyridin-3-yl)-8-(methoxymethyl)-8-(trifluoromethyl)-7,8-dihydro-6H-pyrazolo[1,5-a]pyrrolo[2,3-e]pyrimidine-6-carboxamide ClC1=NN2C(N=CC3=C2[C@](CN3C(=O)NC=3C=NC(=C(C3)Cl)N3N=CC=N3)(C(F)(F)F)COC)=C1